methyl-2-fluoro-4-((3-(3-(trifluoromethyl)-1H-pyrazol-4-yl)imidazo[1,2-a]pyrazin-8-yl)amino)benzoate COC(C1=C(C=C(C=C1)NC=1C=2N(C=CN1)C(=CN2)C=2C(=NNC2)C(F)(F)F)F)=O